L-(-)-p-methylbenzoyl-tartaric acid CC1=CC=C(C(=O)C(C(=O)O)(O)C(O)C(=O)O)C=C1